6-(8-azabicyclo[3.2.1]octan-3-yl)-2-(3,4-dimethoxyphenyl)-1,4-dimethyl-1H-benzo[d]imidazole dihydrochloride Cl.Cl.C12CC(CC(CC1)N2)C=2C=C(C1=C(N(C(=N1)C1=CC(=C(C=C1)OC)OC)C)C2)C